C(CC)ON1CCC(CC1)C (4-methylpiperidinyl) propyl ether